(S)-N-(3-(2-chlorophenyl)isoxazol-5-yl)-1-cyano-N-methylpyrrolidine-2-carboxamide ClC1=C(C=CC=C1)C1=NOC(=C1)N(C(=O)[C@H]1N(CCC1)C#N)C